ClC=1NC(C2=CC=CC=C2C1)=O 3-Chloro-2H-isoquinolin-1-one